6,6-difluoro-8-azabicyclo[3.2.1]Octane-8-carboxylic acid tert-butyl ester C(C)(C)(C)OC(=O)N1C2CCCC1C(C2)(F)F